(S)-methyl 3-hydroxy-2-methylpropanoate OC[C@@H](C(=O)OC)C